Dimethyl (S)-3-(((1-(tert-butoxycarbonyl)piperidin-3-yl)oxy)methyl)phthalate C(C)(C)(C)OC(=O)N1C[C@H](CCC1)OCC1=C(C(C(=O)OC)=CC=C1)C(=O)OC